1-methoxycyclohexane-1-carbaldehyde COC1(CCCCC1)C=O